6-chloro-2-(4-nitrophenyl)-1H-benzo[d]imidazole ClC=1C=CC2=C(NC(=N2)C2=CC=C(C=C2)[N+](=O)[O-])C1